C1(=CC=CC2=CC=CC=C12)C1=NC=NC=N1 6-(naphthalen-1-yl)-1,3,5-triazine